COC1=C(C=C(C=C1)C(C)NC(=O)NC1CC2(C1)CCC2)OCC(F)(F)F 1-{1-[4-methoxy-3-(2,2,2-trifluoro-ethoxy)-phenyl]-ethyl}-3-spiro[3.3]hept-2-yl-urea